C12(CCC3=CC=CC=C13)C(C2)C(=O)OCC trans-ethyl 2',3'-dihydrospiro[cyclopropane-1,1'-indene]-2-carboxylate